C(CC)C(C(=O)O)CCCCC 2-propylheptanoic acid